1-(4-(4-fluoro-2-methylphenyl)piperidin-1-yl)-2-(3-((3R,4S)-3-fluoro-4-hydroxypiperidine-1-carbonyl)-5,6-dihydrocyclopenta[c]pyrazol-1(4H)-yl)ethanone FC1=CC(=C(C=C1)C1CCN(CC1)C(CN1N=C(C2=C1CCC2)C(=O)N2C[C@H]([C@H](CC2)O)F)=O)C